(S)-N-(2-hydroxyethyl)-3-(2-(2-methylazetidin-1-yl)-6,7-dihydro-5H-cyclopenta[d]pyrimidin-4-yl)benzamide OCCNC(C1=CC(=CC=C1)C=1C2=C(N=C(N1)N1[C@H](CC1)C)CCC2)=O